NC1=C(C(=O)NC2=NC3=C(N2C2CCCC2)C=C(C=C3)Br)C(=CC=C1)Br 2-amino-6-bromo-N-(6-bromo-1-cyclopentyl-1H-benzo[d]imidazol-2-yl)benzamide